ethyl 3-{3-fluoro-5-[(6-hydroxy-2,2-dioxo-2H-1,2λ6,3-benzoxathiazin-3(4H)-yl)methyl]phenyl}-3-[1-(4-hydroxybutyl)-4-methyl-1H-benzotriazol-5-yl]propanoate FC=1C=C(C=C(C1)CN1S(OC2=C(C1)C=C(C=C2)O)(=O)=O)C(CC(=O)OCC)C2=C(C1=C(N(N=N1)CCCCO)C=C2)C